C(C)C1=NN(C=C1NC1=NC=C(C(=C1)NCCCN1CCOCCC1=O)C(F)(F)F)C1CCN(CC1)C 4-(3-((2-((3-ethyl-1-(1-methylpiperidin-4-yl)-1H-pyrazol-4-yl)amino)-5-(trifluoromethyl)pyridin-4-yl)amino)propyl)-1,4-oxazepan-5-one